2-(6-((R)-hydroxy((S)-1-methylpiperidin-3-yl)methyl)-4-methylpyridazin-3-yl)-5-(trifluoromethyl)phenol O[C@@H](C1=CC(=C(N=N1)C1=C(C=C(C=C1)C(F)(F)F)O)C)[C@@H]1CN(CCC1)C